5-fluoro-2-(trifluoromethoxy)aniline FC=1C=CC(=C(N)C1)OC(F)(F)F